sodium propyloxide C(CC)OCCC.[Na]